5-diazo-2,2-dimethyl-1,3-dioxane-4,6-dione [N+](=[N-])=C1C(OC(OC1=O)(C)C)=O